2-(difluoromethoxy)-3-(1-methyl-1,2,3,6-tetrahydropyridin-4-yl)-6-nitroaniline FC(OC1=C(N)C(=CC=C1C=1CCN(CC1)C)[N+](=O)[O-])F